Ethyl para-fluorobenzoate FC1=CC=C(C(=O)OCC)C=C1